N1CCC(CC1)CN1CCN(CC1)C(=O)OC(C)(C)C tert-butyl 4-(4-piperidylmethyl)piperazine-1-carboxylate